ethyl 1-[5-(7-methyl-3-{pyrazolo[1,5-a]pyridin-4-yl}-1H-indazol-1-yl)pyridin-2-yl]piperidine-4-carboxylate CC=1C=CC=C2C(=NN(C12)C=1C=CC(=NC1)N1CCC(CC1)C(=O)OCC)C=1C=2N(C=CC1)N=CC2